4-(3-(methyl-(piperidin-4-yl)amino)propyl)piperidine-1-carboxylic acid tert-butyl ester C(C)(C)(C)OC(=O)N1CCC(CC1)CCCN(C1CCNCC1)C